C(C1=CC=CC=C1)OC1=C(C(=CC(=C1)Br)Cl)C1OCCO1 2-[2-(benzyloxy)-4-bromo-6-chlorophenyl]-1,3-dioxolane